FC1=CC=C(C=C1)CCCNC1CC(N(CC1)C=1C2=C(N=CN1)C(=CS2)C)C N-[3-(4-Fluorophenyl)propyl]-2-methyl-1-(7-methylthieno[3,2-d]pyrimidin-4-yl)-4-piperidylamine